((3-chloro-1,4-diphenoxy-1,4-dihydronaphthalen-2-ylamino)methyl)-N-(2,3-dihydro-1H-inden-4-yl)benzamide ClC1=C(C(C2=CC=CC=C2C1OC1=CC=CC=C1)OC1=CC=CC=C1)NCC1=C(C(=O)NC2=C3CCCC3=CC=C2)C=CC=C1